1-[(2R,5R)-4-[tert-butyl(dimethyl)silyl]oxy-3-methoxy-5-(1-piperidyloxymethyl)tetrahydrofuran-2-yl]pyrimidine-2,4-dione [Si](C)(C)(C(C)(C)C)OC1C([C@@H](O[C@@H]1CON1CCCCC1)N1C(NC(C=C1)=O)=O)OC